FC(CN1C(OC2(C1)CCNCC2)=O)(F)F 3-(2,2,2-trifluoroethyl)-1-oxa-3,8-diazaspiro[4.5]decan-2-one